NCCNCCNC(C)=O N-(2-((2-aminoethyl)amino)ethyl)acetamide